C(CCC)[Al](Cl)Cl butylaluminium chloride